(M)-2-[4-[4-(aminomethyl)-8-ethoxy-1-oxo-2H-phthalazin-6-yl]-2-methyl-pyrazol-3-yl]-3-fluoro-4-methyl-naphthalene-1-carbonitrile NCC1=NNC(C2=C(C=C(C=C12)C1=C(N(N=C1)C)C1=C(C2=CC=CC=C2C(=C1F)C)C#N)OCC)=O